C(C)(C)(C)OC(=O)N1CC(C1)C(=O)C=1C(=NC=CC1I)F 3-(2-fluoro-4-iodo-pyridine-3-carbonyl)azetidine-1-carboxylic acid tert-butyl ester